CC1=CN=C(N1)C=1C=C(C=CC1)[C@H](CC(=O)OC)CN1CC2(C1)CN(CC2)CC2=NC=1NCCCC1C=C2 methyl (S)-3-(3-(5-methyl-1H-imidazol-2-yl)phenyl)-4-(6-((5,6,7,8-tetrahydro-1,8-naphthyridin-2-yl)methyl)-2,6-diazaspiro[3.4]octan-2-yl)butanoate